CS(=O)(=O)O[C@H]1[C@@H]2[C@H](CN(C1)C(CCCCCOCC1=CC=CC=C1)=O)OC(O2)(C)C [(3aS,7R,7aS)-5-(6-benzyloxyhexanoyl)-2,2-dimethyl-4,6,7,7a-tetrahydro-3aH-[1,3]dioxolo[4,5-c]pyridin-7-yl] methanesulfonate